FC1(CCC(CC1)NCCCCCOC1=NC(=CC=C1S(=O)(=O)N1[C@@H](CCC1)C(=O)O)C)F ((2-((5-((4,4-difluorocyclohexyl)amino)pentyl)oxy)-6-methylpyridin-3-yl)sulfonyl)-L-proline